Tert-butyl (R)-6-amino-2-azaspiro[3.4]octane-2-carboxylate N[C@H]1CC2(CN(C2)C(=O)OC(C)(C)C)CC1